3-Iodo-7-methoxyimidazo[1,2-a]pyridine-6-carboxylic acid IC1=CN=C2N1C=C(C(=C2)OC)C(=O)O